1-[4-(4-cyanophenyl)undecoxy]octyl 2,5-dihydroxybenzoate OC1=C(C(=O)OC(CCCCCCC)OCCCC(CCCCCCC)C2=CC=C(C=C2)C#N)C=C(C=C1)O